C(C1=CC=CC=C1)N1C(C(=CC(=C1)[2H])[2H])=O 1-benzyl-pyridin-2-one-3,5-d2